1-(4-((4-((2',4'-difluoro-4-methoxy-[1,1'-biphenyl]-3-yl)amino)-7-((1-(Oxetan-3-yl)pyrrolidin-3-yl)oxy)quinazolin-6-yl)oxy)piperidin-1-yl)prop-2-en-1-one FC1=C(C=CC(=C1)F)C1=CC(=C(C=C1)OC)NC1=NC=NC2=CC(=C(C=C12)OC1CCN(CC1)C(C=C)=O)OC1CN(CC1)C1COC1